1-vinyl-3-acetoxyimidazolium chloride salt [Cl-].C(=C)N1C=[N+](C=C1)OC(C)=O